2,5-difluoro-4-((7-methoxy-6-methyl-1,5-naphthyridin-4-yl)oxy)aniline FC1=C(N)C=C(C(=C1)OC1=CC=NC2=CC(=C(N=C12)C)OC)F